Cl[Ru-4](=CC1=C(C=CC=C1)OC(C)C)(=C1C(CC(N1C1=C(C=CC=C1C(C)C)C(C)C)(C)C)(C1=CC=CC=C1)C)Cl dichloro[1-(2,6-diisopropylphenyl)-2,2,4-trimethyl-4-phenyl-5-pyrrolidinylidene](2-isopropoxyphenylmethylene)ruthenium (II)